C(C1=CC=CC=C1)OC(=O)N[C@H](C(=O)OC)C[C@H]1CNCCC1 methyl (2S)-2-{[(benzyloxy)carbonyl]amino}-3-[(3S)-piperidin-3-yl]propanoate